4-[6-chloro-2-(ethanesulfonyl)-5-methoxypyrimidin-4-yl]-1lambda6-thiomorpholine-1,1-dione ClC1=C(C(=NC(=N1)S(=O)(=O)CC)N1CCS(CC1)(=O)=O)OC